N1=C(N=C(N=C1NC1=CC=C(C(=O)[O-])C=C1)NC1=CC=C(C(=O)[O-])C=C1)NC1=CC=C(C(=O)[O-])C=C1 4,4',4''-(1,3,5-triazine-2,4,6-triyltriimino)tribenzoat